Cl.N[C@H](CC#N)C1=CC=C(C=C1)S(=O)(=O)CC (R)-3-amino-3-(4-(ethylsulfonyl)phenyl)propanenitrile hydrochloride